2-hexyl-1-hexyl phosphate dibutylamine salt C(CCC)NCCCC.P(=O)(OCC(CCCC)CCCCCC)(O)O